F[C@H]1CN(C[C@@H]1O)C(=O)OC(C)(C)C tertbutyl (3S,4S)-3-fluoro-4-hydroxypyrrolidine-1-carboxylate